2,5-dihydrophenylglycine methyl ester COC(C(N)C=1CC=CCC1)=O